BrC=1C=C(C=NC1)C(COC)(C)N 2-(5-bromopyridin-3-yl)-1-methoxypropan-2-amine